(3R,5R)-3,5-dihydroxy-7-(3-methyl-2,6-dioxo-2,3,6,7-tetrahydro-1H-purin-1-yl)heptanoic acid O[C@@H](CC(=O)O)C[C@@H](CCN1C(N(C=2N=CNC2C1=O)C)=O)O